C1(CC1)CN1C(=CC2=CC=CC(=C12)C1CCNCC1)C=O 1-(cyclopropylmethyl)-7-(4-piperidyl)-1H-indole-2-carbaldehyde